Ethylene glycol bis(2-iodo-2-phenylacetate) IC(C(=O)OCCOC(C(C1=CC=CC=C1)I)=O)C1=CC=CC=C1